C(#N)C=1C=NN(C1)C1=C(C=C(C=C1)NC(CC1=CC=C(C=C1)OC)=O)S(N)(=O)=O N-[4-(4-cyano-1H-pyrazol-1-yl)-3-sulfamoylphenyl]-2-(4-methoxyphenyl)acetamide